(3-fluoro-4-hydroxyphenyl)acetic acid methyl ester COC(CC1=CC(=C(C=C1)O)F)=O